CC1(C(NC(CC1)=O)=O)N1C(C2=CC=C(C=C2C1)O[C@@H]1CN(CC1)CC=1C=C2C=CC(=NC2=CC1)C)=O 3-Methyl-3-(5-(((S)-1-((2-methylquinolin-6-yl)methyl)pyrrolidin-3-yl)oxy)-1-oxoisoindolin-2-yl)piperidine-2,6-dione